3-[5-[1-(trifluoromethyl)cyclopropyl]-1,2,4-oxadiazol-3-yl]azetidine-1-carboxylic acid tert-butyl ester C(C)(C)(C)OC(=O)N1CC(C1)C1=NOC(=N1)C1(CC1)C(F)(F)F